OC(CCCC(=O)OC(COC(CCC1CCCCC1)=O)COC(CCC1CCCCC1)=O)CCCC(=O)OC(COC(CCC1CCCCC1)=O)COC(CCC1CCCCC1)=O bis(1,3-bis((3-cyclohexylpropanoyl)oxy)propan-2-yl) 5-hydroxynonanedioate